(3r,4s)-4-ethylpyrrolidine-3-carboxylic acid C(C)[C@H]1[C@H](CNC1)C(=O)O